NC1=CC=CC=2C(=CC=CC12)S(=O)(=O)O 1-aminonaphthalene-5-sulphonic acid